7-benzyl-1-methyloctahydro-1H-3,6-methanopyrrolo[3,2-b]pyridine-3a-carboxamide C(C1=CC=CC=C1)C1C2C3(NCC1CC3CN2C)C(=O)N